BrC=1C(=NOC1C)C1=CC=CC=C1 4-bromo-5-methyl-3-phenyl-isoxazole